C(#N)C1=CC=C(C=C1C1=CC=C(C=C1)CN(C(CCCC)=O)[C@H](C(=O)OC)C(C)C)C1=CC(=CC(=C1)F)F (S)-methyl 2-(N-((6'-cyano-3'',5''-difluoro-[1,1':3',1''-terphenyl]-4-yl)methyl)pentanamido)-3-methylbutanoate